N-(6-Cyclopropylthiazolo[4,5-b]pyridin-2-yl)-4-(2-methoxyphenyl)-6-methylnicotinamide C1(CC1)C=1C=C2C(=NC1)N=C(S2)NC(C2=CN=C(C=C2C2=C(C=CC=C2)OC)C)=O